C12(CCC(C1)C2)NC(OC2=CC=CC=C2)=O phenyl bicyclo[2.1.1]hexan-1-ylcarbamate